C(C)C1=C(C(=C(C(=C1CC)OC(C)C)C)CC)O 2,3,6-triethyl-5-methyl-4-isopropoxyphenol